dimethylvinylene carbonate C1(OC(=C(C)O1)C)=O